ClC=1C=C(C=CC1F)NC1=NC=NC2=CC(=C(C=C12)NC(\C=C\CN1CCC(CC1)N1CCN(CC1)C(CCC1=C2CN(C(C2=CC=C1)=O)C1C(NC(CC1)=O)=O)=O)=O)OC (E)-N-(4-((3-chloro-4-fluorophenyl)amino)-7-methoxyquinazolin-6-yl)-4-(4-(4-(3-(2-(2,6-dioxopiperidin-3-yl)-1-oxoisoindolin-4-yl)propanoyl)piperazin-1-yl)piperidin-1-yl)but-2-enamide